2,3,5,6,12,12a-hexahydro-1H-benzofuro[2,3-d]pyrrolo[1,2-a]azepine C1CCN2C1CC1=C(CC2)C2=C(O1)C=CC=C2